FC(O[C@@H](COC=1C=NN(C1)C12CC(C1)(C2)N)C)(F)F 3-{4-[(2R)-2-(trifluoromethoxy)propoxy]-1H-pyrazol-1-yl}bicyclo[1.1.1]pentan-1-amine